isopropyl (2S)-6-diazo-2-((2S)-2-(methylsulfinyl)butanamido)-5-oxohexanoate [N+](=[N-])=CC(CC[C@@H](C(=O)OC(C)C)NC([C@H](CC)S(=O)C)=O)=O